Cl.N1(CCNCC1)C1=CC2=C(C=N1)N=C(N2)C2=CC(=CN2)C(=O)C2=C(C=CC=C2)C(F)(F)F (5-(6-(piperazin-1-yl)-1H-imidazo[4,5-c]pyridin-2-yl)-1H-pyrrol-3-yl)(2-(trifluoromethyl)phenyl)methanone hydrochloride